ONC([C@H](CC1=CNC2=CC=CC=C12)N1N=NC(=C1)CNS(=O)(=O)C=1SC(=CC1)C1=CC=CC=C1)=O (S)-N-hydroxy-3-(1H-indol-3-yl)-2-(4-((5-phenylthiophene-2-sulfonylamino)methyl)-1H-1,2,3-triazol-1-yl)propanamide